BrC1=NN2C(C=CC(=C2)C=2C=NN(C2)C(C)C)=C1 bromo-6-(1-isopropyl-1H-pyrazol-4-yl)pyrazolo[1,5-a]pyridine